Cl.N[C@H](C(=O)OCC1=CC(=NC(=C1)Cl)Cl)C(CC)CC (2,6-Dichloropyridin-4-yl)methyl (S)-2-amino-3-ethylpentanoate hydrochloride